OC1(CCC(CC1)(C)C)/C=C/CCC(=O)O.O=C1NC(CCC1N1C(C2=CC=C(C=C2C1=O)N1[C@H]2CN([C@@H](C1)C2)CC2CCNCC2)=O)=O 2-(2,6-dioxopiperidin-3-yl)-5-((1R,4R)-5-(piperidin-4-ylmethyl)-2,5-diazabicyclo[2.2.1]heptan-2-yl)isoindoline-1,3-dione (E)-3-(1-hydroxy-4,4-dimethylcyclohexyl)allyl-acetate